ClC=1C=C(C2=C(N(C=N2)C)C1)B1OC(C(O1)(C)C)(C)C 6-chloro-1-methyl-4-(4,4,5,5-tetramethyl-1,3,2-dioxaborolan-2-yl)-1H-benzo[d]imidazole